2,3-dihydro-1-benzofuran-5-yl isocyanate O1CCC2=C1C=CC(=C2)N=C=O